propoxy-2-propanol C(CC)OCC(C)O